7-(4-bromo-3-chloro-benzoyl)-2-[4-(cyclopropoxy)phenyl]-N-[[2-(3-methyl-2-pyridyl)phenyl]methyl]-3-oxo-6,8-dihydro-5H-imidazo[1,5-a]pyrazine-1-carboxamide BrC1=C(C=C(C(=O)N2CC=3N(CC2)C(N(C3C(=O)NCC3=C(C=CC=C3)C3=NC=CC=C3C)C3=CC=C(C=C3)OC3CC3)=O)C=C1)Cl